(R or S)-2-(2-fluoro-3-(trifluoromethyl)phenyl)-N-(5-fluoro-6-(4-(morpholin-3-yl)-1H-imidazol-1-yl)pyridin-3-yl)acetamide FC1=C(C=CC=C1C(F)(F)F)CC(=O)NC=1C=NC(=C(C1)F)N1C=NC(=C1)[C@H]1NCCOC1 |o1:27|